(R)-N-(5-((2-(2-((2,2-difluoroethyl)amino)ethyl)-2-methylmorpholino)methyl)pyridin-2-yl)-5-fluoro-4-(4-fluoro-1-isopropyl-2-methyl-1H-benzo[d]imidazol-6-yl)pyrimidin-2-amine FC(CNCC[C@]1(OCCN(C1)CC=1C=CC(=NC1)NC1=NC=C(C(=N1)C=1C=C(C2=C(N(C(=N2)C)C(C)C)C1)F)F)C)F